BrC=1C=C(C=2N(C1)C(=NC2)C(=O)OCC)Cl ethyl 6-bromo-8-chloro-imidazo[1,5-a]pyridine-3-carboxylate